NC1=C(C(=NN1C1CC(C1)(C)O)C1=CC=C2C=C(C(=NC2=C1F)C1=CC=CC=C1)F)C(=O)N 5-amino-3-(3,8-difluoro-2-phenylquinolin-7-yl)-1-((1s,3s)-3-hydroxy-3-methylcyclobutyl)-1H-pyrazole-4-carboxamide